(3R*,4R*)-4-methoxy-N-tetradecylpyrrolidine-3-carboxamide TFA salt OC(=O)C(F)(F)F.CO[C@@H]1[C@@H](CNC1)C(=O)NCCCCCCCCCCCCCC |o1:9,10|